C(CCCCCCCCCCC)SCCC(O[Si](OCCCCCCN(CCO)CCO)(C)C)OCCCCCCCC\C=C/CCCCCCCC (Z)-13-(2-(dodecylthio)ethyl)-3-(2-hydroxyethyl)-11,11-dimethyl-10,12,14-trioxa-3-aza-11-siladotriacont-23-en-1-ol